N-(6-(4-Fluoro-4-(hydroxymethyl)piperidin-1-yl)-2-(hydroxymethyl)-2-methyl-2,3-dihydrobenzofuran-5-yl)-6-methylpyrazolo[1,5-a]pyrimidine-3-carboxamide FC1(CCN(CC1)C1=CC2=C(CC(O2)(C)CO)C=C1NC(=O)C=1C=NN2C1N=CC(=C2)C)CO